COC=1C=C2C=C(C(=NC2=CC1)O)C1=NOC(=N1)C1=CC=CC=C1 6-Methoxy-3-(5-phenyl-1,2,4-oxadiazol-3-yl)quinolin-2-ol